ClC1=C(C=CC(=C1NC=1C(=C2C(N(C=NC2=CC1)C)=O)C)F)NS(=O)(=O)N1CCOCC1 N-(2-chloro-3-((3,5-dimethyl-4-oxo-3,4-dihydroquinazolin-6-yl)amino)-4-fluorophenyl)morpholine-4-sulfonamide